C(C)O[Si](C=1C=C(C=CC1)C(=C)C1=CC=CC=C1)(OCC)OCC 1-[3-(triethoxysilyl)phenyl]-1-phenylethylene